C[C@@H]1O[C@@H](CN(C1)C1=CC=CC(=N1)C1=NC2=CC(=NC=C2C=C1)CC(=O)NC1=CC=C2CCN(C2=C1)S(=O)(=O)C)C 2-(2-(6-((cis)-2,6-dimethylmorpholino)pyridin-2-yl)-1,6-naphthyridin-7-yl)-N-(1-(methylsulfonyl)indolin-6-yl)acetamide